6-(3-methyl-6,7-dihydro-4H-triazolo[1,5-a]pyrazin-5-yl)isoquinolin-4-amine CC=1N=NN2C1CN(CC2)C=2C=C1C(=CN=CC1=CC2)N